4-(3-(2,4-difluorophenyl)-7-((tetrahydro-2H-pyran-2-yl)oxy)-2H-chromen-4-yl)benzene FC1=C(C=CC(=C1)F)C=1COC2=CC(=CC=C2C1C1=CC=CC=C1)OC1OCCCC1